(Z)-2-(2-(cyclopentylmethyl)-5-fluoro-1-(3-phenoxybenzylidene)-1H-inden-3-yl)-acetic acid C1(CCCC1)CC=1/C(/C2=CC=C(C=C2C1CC(=O)O)F)=C/C1=CC(=CC=C1)OC1=CC=CC=C1